C(C=C)(=O)N1CC(SC2=C(C1=O)C=CC=C2)(C2=CC=CC=C2)C2=CC(=CC=C2)F 4-acryloyl-2-(3-fluorophenyl)-3,4-dihydro-2-phenyl-benzo[f][1,4]Thiazepine-5(2H)-one